FC=1C=C2C=NN(C2=CC1C=1C=2C=NN(C2C(=CC1)OC(F)(F)F)CC(=O)OCC)C ethyl 2-[5'-fluoro-1'-methyl-7-(trifluoromethoxy)-[4,6'-biindazol]-1-yl]acetate